N6-Methyl-2'-deoxyadenosine CNC=1C=2N=CN([C@H]3C[C@H](O)[C@@H](CO)O3)C2N=CN1